O1CCCC2=C1C=CC=C2 2,3-dihydrobenzopyran